(3-(2-((3,3-Difluoro-1-(hydroxymethyl)cyclobutyl)amino)-5-(trifluoromethyl)pyrimidin-4-yl)-1H-Indol-7-yl)dimethylphosphine oxide FC1(CC(C1)(CO)NC1=NC=C(C(=N1)C1=CNC2=C(C=CC=C12)P(C)(C)=O)C(F)(F)F)F